CN(C)C=NS(=O)(=O)N1CCC2([C@@H](C2(F)F)C=2N=C(OC2)C2=C(C=C(C=C2)F)C(F)(F)F)CC1 (2R)-N-[(dimethylamino)methylene]-1,1-difluoro-2-{2-[4-fluoro-2-(trifluoromethyl)phenyl]-1,3-oxazol-4-yl}-6-azaspiro[2.5]octane-6-sulfonamide